4,6-difluoro-1,3-phenylenediamine FC1=C(C=C(C(=C1)F)N)N